FC1=CC=C(C=C1)C(CO)N1CCNCC1 4-[1-(4-Fluorophenyl)-2-hydroxy-ethyl]piperazine